C(C1=CC=CC=C1)OC(=O)[C@H]1N(C[C@@](C1)(F)C(O[SiH2]C(C)(C)C)(C)C)C(=O)O (2S,4R)-4-(tert-Butyl-dimethyl-silanyloxymethyl)-4-fluoro-pyrrolidine-1,2-dicarboxylic acid 2-benzylester